C(C1=CC=CC=C1)O[C@H](C)[C@@H](CC)OC1=C(N=CC(=N1)NC1=NNC(=C1)C1COC1)C 6-(((2R,3R)-2-(benzyloxy)pentan-3-yl)oxy)-5-methyl-N-(5-(oxetan-3-yl)-1H-pyrazol-3-yl)pyrazin-2-amine